OC1CC[C@H](N1C(=O)OC(C)(C)C)C(=O)OC 1-(tertbutyl) 2-methyl (2S)-5-hydroxypyrrolidine-1,2-dicarboxylate